BrC1=C(C(=CC=C1)Cl)C1=CC(=CC=C1)C1=NC(=NC(=N1)C1=CC=CC=C1)C1=CC=CC=C1 2-(2'-bromo-6'-chloro-[1,1'-biphenyl]-3-yl)-4,6-diphenyl-1,3,5-triazine